ClC=1C=C(C=CC1)C=1CCCC2=C(C1C1=CC=C(C=C1)C=C1CN(C1)CCCF)C=CC(=C2)C(=O)O 8-(3-chlorophenyl)-9-(4-((1-(3-fluoropropyl)azetidin-3-ylidene)methyl)phenyl)-6,7-dihydro-5H-benzo[7]annulene-3-carboxylic acid